C(#N)C1(COCC1)N1N=NC(=C1)C(=O)NCC=1SC(=NN1)C1=CC=CC=C1 1-(3-cyanotetrahydrofuran-3-yl)-N-((5-phenyl-1,3,4-thiadiazol-2-yl)methyl)-1H-1,2,3-triazole-4-carboxamide